NC1=NC=C(C=N1)C1=CC=C(C(=N1)OC)NC(=O)C=1C(=NOC1C)C1=CC=C(C=C1)F N-[6-(2-aminopyrimidin-5-yl)-2-methoxy-3-pyridyl]-3-(4-fluorophenyl)-5-methyl-isoxazole-4-carboxamide